CC1(NC(C=C(C1)C1=CC=C(N=N1)C=1C=CC2=CC=CC=C2C1)(C)C)C 3-(6-(2,2,6,6-tetramethyl-1,2,3,6-tetrahydropyridin-4-yl)pyridazin-3-yl)naphthalene